Cl.C(C1=CC=CC=C1)N1CCC(CC1)CCN1N=CC=C(C1=O)C1=CC=CC=C1 2-(2-(1-Benzylpiperidin-4-yl)ethyl)-4-phenylpyridazin-3(2H)-on Hydrochlorid